(2-chloro-5-(2-(2-(fluoromethyl)thiazol-4-yl)ethynyl)-4-pyridinyl)piperidin-4-ol ClC1=NC=C(C(=C1)N1CCC(CC1)O)C#CC=1N=C(SC1)CF